(5-((4-chlorophenoxy)methyl)-1,3,4-thiadiazol-2-yl)-6-methyl-4-(4-oxa-7-azaspiro[2.5]oct-7-yl)nicotinamide ClC1=CC=C(OCC2=NN=C(S2)C2=C(C(=O)N)C(=CC(=N2)C)N2CCOC3(CC3)C2)C=C1